C1(=CC=CC=C1)C(=N[C@H](CC1=CC(=CC=C1)OCCOC)C(=O)OC)C1=CC=CC=C1 methyl N-(diphenylmethylidene)-3-(2-methoxyethoxy)-D-phenylalaninate